NC=1N=C2N(C(=CN=C2)N2C[C@@H](O[C@@H](C2)C)C(=O)N2[C@H](C3=C(C=C(C=C3CC2)C(F)(F)F)Cl)C)C1 ((2R,6R)-4-(2-aminoimidazo[1,2-a]pyrazin-5-yl)-6-methylmorpholin-2-yl)((S)-8-chloro-1-methyl-6-(trifluoromethyl)-3,4-dihydroisoquinolin-2(1H)-yl)methanone